1,4-bisacryloylpiperazine C(C=C)(=O)N1CCN(CC1)C(C=C)=O